O=C1NC(CCC1N1C(C2=CC=C(C(=C2C1=O)SCCCCC(=O)OC(C)(C)C)F)=O)=O tert-butyl 5-((2-(2,6-dioxopiperidin-3-yl)-5-fluoro-1,3-dioxoisoindolin-4-yl)thio)pentanoate